4-acetyl-2'-stilbenesulfonic acid C(C)(=O)C1=CC=C(C=C1)C=CC=1C(=CC=CC1)S(=O)(=O)O